2-(methylsulfonyl)pyrimidine-5-carboxylic acid CS(=O)(=O)C1=NC=C(C=N1)C(=O)O